racemic-6-chloro-8-((1S,2S)-2-(2-methoxyphenyl)cyclopropyl)imidazo[1,2-b]pyridazine ClC=1C=C(C=2N(N1)C=CN2)[C@@H]2[C@H](C2)C2=C(C=CC=C2)OC |r|